FC1=C(\C=C\2/CN(C\C(\C2=O)=C/C2=C(C=CC=C2)F)C(CCCC(=O)NC=2SC(=NN2)S)=O)C=CC=C1 5-(3,5-bis((E)-2-fluorobenzylidene)-4-oxopiperidin-1-yl)-5-oxo-N-(5-sulfanyl-1,3,4-thiadiazol-2-yl)pentanamide